N-(3-((1s,3S)-3-(cyanomethyl)-1-(4-methyl-4H-1,2,4-triazol-3-yl)cyclobutyl)phenyl)-7-(((3S,5R)-3,5-dimethylpiperidin-1-yl)methyl)-1H-pyrrolo[3,2-b]pyridine-5-carboxamide C(#N)CC1CC(C1)(C1=NN=CN1C)C=1C=C(C=CC1)NC(=O)C1=CC(=C2C(=N1)C=CN2)CN2C[C@H](C[C@H](C2)C)C